(S)-1-benzyl-2-(4,6,7-trimethyl-2-tosylisoindolin-5-yl)-2,3-dihydro-1H-naphtho[1,8-de][1,3,2]diazaborinine C(C1=CC=CC=C1)N1B(NC2=C3C1=CC=CC3=CC=C2)C=2C(=C3CN(CC3=C(C2C)C)S(=O)(=O)C2=CC=C(C)C=C2)C